(S)-N-(4-((7-chloro-1-methyl-2-((3-(1-methylpyrrolidin-2-yl)-5-(trifluoromethyl)phenyl)amino)-1H-imidazo[4,5-b]pyridin-6-yl)oxy)pyridin-2-yl)acetamide ClC1=C2C(=NC=C1OC1=CC(=NC=C1)NC(C)=O)N=C(N2C)NC2=CC(=CC(=C2)C(F)(F)F)[C@H]2N(CCC2)C